FC1=CC2=C(C3=C(N(S2(=O)=O)CC(=O)O)C=CC(=C3)C(F)(F)F)C=C1 [3-Fluoro-5,5-dioxido-9-(trifluoromethyl)-6H-dibenzo[c,e][1,2]thiazin-6-yl]acetic acid